5-[(2,6-Di-tert-butylphenoxypropylthio)methyl]oxazol-2(3H)-thione C(C)(C)(C)C1=C(OCCCSCC2=CNC(O2)=S)C(=CC=C1)C(C)(C)C